3,5-bis(trifluoromethyl)phenylisocyanate FC(C=1C=C(C=C(C1)C(F)(F)F)N=C=O)(F)F